ClC1=CC=C2C=CNC2=C1N1CCOCC1 4-(6-chloro-1H-indol-7-yl)morpholine